(E)-E-12-aminododecanoic acid NCCCCCCCCCCCC(=O)O